cyclopropylmethyl 2'-oxo-1',2'-dihydrospiro[piperidine-4,3'-pyrazolo[1,5-a]imidazole]-1-carboxylate O=C1NC=2N(C13CCN(CC3)C(=O)OCC3CC3)N=CC2